4-((4-methoxyphenyl)sulfonyl)-8-(thiophen-2-yl)-3,4-dihydro-2H-pyrido[4,3-b][1,4]thiazinepropaniminium trifluoroacetate FC(C(=O)[O-])(F)F.COC1=CC=C(C=C1)S(=O)(=O)N1C2=C(SC(C1)CCC=[NH2+])C(=CN=C2)C=2SC=CC2